[K+].[K+].C(CC(=O)[O-])(=O)[O-] malonic acid dipotassium salt